2-(3-fluorobenzyl)-7-methoxypyrazolo[1,5-c]quinazolin-5-amine FC=1C=C(CC2=NN3C(=NC=4C(=CC=CC4C3=C2)OC)N)C=CC1